N-((5-Fluoro-2,3-dihydrobenzofuran-4-yl)methyl)-8-(2-methylpyridin-3-yl)-[1,2,4]triazolo[4,3-c]pyrimidin-5-amine FC=1C=CC2=C(CCO2)C1CNC1=NC=C(C=2N1C=NN2)C=2C(=NC=CC2)C